N(C1=CC=CC=C1)C1=C(NC2=C1C(N(C[C@@H]2CC(F)F)C)=O)C2=CC(=NC=C2)NC(CC2=CC=C(C=C2)F)=O N-{4-[(7S)-3-anilino-7-(2,2-difluoroethyl)-5-methyl-4-oxo-4,5,6,7-tetrahydro-1H-pyrrolo[3,2-c]pyridin-2-yl]pyridin-2-yl}-2-(4-fluorophenyl)acetamide